ClC1=C(C(=CC=C1)OC)B1OC(C(O1)(C)C)(C)C 2-(2-chloro-6-methoxyphenyl)-4,4,5,5-tetramethyl-1,3,2-dioxaborolane